2-(2-benzylpyrrolidin-1-yl)-6-(2-(trifluoromethyl)morpholino)pyrimidin-4(3H)-one C(C1=CC=CC=C1)C1N(CCC1)C1=NC(=CC(N1)=O)N1CC(OCC1)C(F)(F)F